C(C)C1N=NC(=CC1=O)CC 3,6-Diethylketopyridazine